N-(3-chlorobenzylidene)-4-((diethyl-amino)methyl)benzen-amine ClC=1C=C(C=NC2=CC=C(C=C2)CN(CC)CC)C=CC1